2-Amino-4-[5-chloro-1-(3,8-diazabicyclo[3.2.1]octan-8-yl)-3-[2-(dimethylamino)ethoxy]-7,9-dihydrofuro[3,4-f]quinazolin-6-yl]-7-fluoro-benzothiophene-3-carbonitrile NC=1SC2=C(C1C#N)C(=CC=C2F)C=2C1=C(C=3C(=NC(=NC3C2Cl)OCCN(C)C)N2C3CNCC2CC3)COC1